2-Ethyl-1-Hexen C(C)C(=C)CCCC